Pyrrolidinedithiocarbamic acid, ammonium salt [NH4+].N1(CCCC1)NC(=S)[S-]